FC=1C(=NC=CC1)N1N=CC=C1C(F)(F)F 1-(3-fluoro-2-pyridyl)-5-(trifluoromethyl)pyrazol